5-(4-Nitro-1H-imidazol-2-yl)-3-(4-(pyrrolidin-1-ylmethyl)phenyl)-1,2,4-oxadiazole Hydrochloride Cl.[N+](=O)([O-])C=1N=C(NC1)C1=NC(=NO1)C1=CC=C(C=C1)CN1CCCC1